Tert-butyl (R)-3-((benzyloxy)methyl)piperidine-1-carboxylate C(C1=CC=CC=C1)OC[C@H]1CN(CCC1)C(=O)OC(C)(C)C